COC(=O)C1CCN(CC1)C1CCC2=CC(=CC=C12)C#CC1=CC(=CC=C1)F 1-(5-((3-fluorophenyl)ethynyl)-2,3-dihydro-1H-inden-1-yl)-piperidine-4-carboxylic acid methyl ester